C1(=CC=CC=C1)NC(C=CC)=O N-phenyl-but-2-enamide